FS(C1=CC=C(C=C1)N1N=C(C2=NC=CC=C21)C#N)(F)(F)(F)F 1-(4-(pentafluoro-lambda6-sulfanyl)phenyl)-1H-pyrazolo[4,3-b]pyridine-3-carbonitrile